(S)-4-((2-methoxyethyl)(4-(5,6,7,8-tetrahydro-1,8-naphthyridin-2-yl)butyl)amino)-2-((6-phenylpyrimidin-4-yl)amino)butanoic acid COCCN(CC[C@@H](C(=O)O)NC1=NC=NC(=C1)C1=CC=CC=C1)CCCCC1=NC=2NCCCC2C=C1